(S)-10-((2-((1R,5S)-8-Oxa-3-azabicyclo[3.2.1]octan-3-yl)-5-fluoropyridin-4-yl)amino)-2-cyclopropyl-3,3-difluoro-7-methyl-1,2,3,4-tetrahydro-[1,4]oxazepino[2,3-c]chinolin-6(7H)-on [C@H]12CN(C[C@H](CC1)O2)C2=NC=C(C(=C2)NC2=CC=1C3=C(C(N(C1C=C2)C)=O)OCC([C@@H](N3)C3CC3)(F)F)F